C(C1=CC=CC=C1)OC1CC(C1)(OCCNC(OC(C)(C)C)=O)CI Tert-butyl (2-(3-(benzyloxy)-1-(iodomethyl)cyclobutoxy)ethyl)carbamate